N-(4-(5-(4-(3-azabicyclo[3.2.0]heptane-3-carbonyl)phenyl)-4-amino-7-methyl-7H-pyrrolo[2,3-d]pyrimidin-6-yl)phenyl)methacrylamide C12CN(CC2CC1)C(=O)C1=CC=C(C=C1)C1=C(N(C=2N=CN=C(C21)N)C)C2=CC=C(C=C2)NC(C(=C)C)=O